ClC1=CC=C(C=N1)CN1CCN(CC1)C 1-((6-chloropyridin-3-yl)methyl)-4-methylpiperazine